N-tert-butyl-4-[[2-[2-fluoro-5-methoxy-4-(1-methylcyclopropyl)phenyl]acetyl]amino]pyridine-2-carboxamide C(C)(C)(C)NC(=O)C1=NC=CC(=C1)NC(CC1=C(C=C(C(=C1)OC)C1(CC1)C)F)=O